NC1=NC=CC(=C1)N1S(N(CC1)CCC(CCOC1=NC=C(C=C1)C=1N=NN(N1)CC)(C)C)(=O)=O (2-aminopyridine-4-yl)-5-(5-((5-(2-ethyl-2H-tetrazole-5-yl)pyridin-2-yl)oxy)-3,3-dimethylpentyl)-1,2,5-thiadiazolidine 1,1-dioxide